2-Chloro-6-ethyl-4-(2-methylprop-1-en-1-yl)benzonitrile ClC1=C(C#N)C(=CC(=C1)C=C(C)C)CC